FC=1C=C(C=C(C1)F)C=1C=C2C=NNC2=CC1 5-(3,5-difluorophenyl)-1H-indazole